methyl 2-(dicyanomethyl)-3,3-difluorocyclopent-1-ene-1-carboxylate C(#N)C(C1=C(CCC1(F)F)C(=O)OC)C#N